C/C(=C/C1=CC=CC=C1)/C=C/C1=CC=CC=C1 ((1Z,3E)-2-methylbuta-1,3-diene-1,4-diyl)dibenzene